2-((4-(6-(isoquinolin-7-ylmethoxy)pyridin-2-yl)piperidin-1-yl)methyl)-1-(2-methoxyethyl)-1H-benzo[d]imidazole C1=NC=CC2=CC=C(C=C12)COC1=CC=CC(=N1)C1CCN(CC1)CC1=NC2=C(N1CCOC)C=CC=C2